[C@H]12CN(C[C@H](CC1)N2)C2=NC(=NC=1C(N(N=CC12)C1=C(C(=CC(=C1)O)Cl)C(F)(F)F)=O)OC[C@H]1N(CCC1)C 4-((1R,5S)-3,8-Diazabicyclo[3.2.1]octan-3-yl)-7-(3-chloro-5-hydroxy-2-(trifluoromethyl)phenyl)-2-(((S)-1-methylpyrrolidin-2-yl)methoxy)pyrimido[4,5-d]pyridazin-8(7H)-one